BrC=1C=C2C(N(C1)C)=CC(=N2)C2=CC=C(C=C2)S(=O)(=O)C 6-bromo-4-methyl-2-(4-(methylsulfonyl)benzeneYl)-4H-pyrrolo[3,2-b]Pyridine